4-(6-((1-(4-(Difluoromethyl)phenyl)-4-methyl-1H-1,2,3-triazol-5-yl)methoxy)pyridazine-3-yl)-3-methylpiperazin-2-one FC(C1=CC=C(C=C1)N1N=NC(=C1COC1=CC=C(N=N1)N1C(C(NCC1)=O)C)C)F